3-[[5-(3,4-Difluoro-5-methyl-phenyl)-2-methyl-3-pyridyl]methyl]-1,3-oxazinan-2-one FC=1C=C(C=C(C1F)C)C=1C=C(C(=NC1)C)CN1C(OCCC1)=O